C(C1(O)C[C@H](O)[C@@H](O)[C@@H](O1)[C@H](O)[C@H](O)CO)(=O)O 3-Deoxy-D-glycero-D-galacto-non-2-ulopyranosonic acid